2,2-bis(3-(3,4-dicarboxyphenoxy)phenyl)hexafluoropropane C(=O)(O)C=1C=C(OC=2C=C(C=CC2)C(C(F)(F)F)(C(F)(F)F)C2=CC(=CC=C2)OC2=CC(=C(C=C2)C(=O)O)C(=O)O)C=CC1C(=O)O